2-(cyanomethyl)-4-[2-methylsulfinyl-7-(1-naphthyl)-6,8-dihydro-5H-pyrido[3,4-d]pyrimidin-4-yl]piperazine-1-carboxylate C(#N)CC1N(CCN(C1)C=1C2=C(N=C(N1)S(=O)C)CN(CC2)C2=CC=CC1=CC=CC=C21)C(=O)[O-]